(R)-N-(2-(2,6-dioxopiperidin-3-yl)-1-oxoisoindolin-5-yl)-3-methyl-1H-pyrrolo[2,3-b]pyridine-5-carboxamide O=C1NC(CC[C@H]1N1C(C2=CC=C(C=C2C1)NC(=O)C=1C=C2C(=NC1)NC=C2C)=O)=O